CC=1N(C(=CC1)C)C1=NNC2=CC=C(C(=C12)OC)C(C(F)(F)F)OC 3-(2,5-Dimethyl-1H-pyrrol-1-yl)-4-methoxy-5-(2,2,2-trifluoro-1-methoxyethyl)-1H-indazole